P(=O)(OC)(OCCCCCCCCCCCCCCCCCCCC)O methyl icosyl hydrogen phosphate